2-(2-Bromo-5-ethyl-7-oxo-[1,2,4]triazolo[1,5-a]pyrimidin-4(7H)-yl)-N-(5-fluoro-2-methyl-4-(trifluoromethyl)phenyl)acetamide BrC1=NN2C(N(C(=CC2=O)CC)CC(=O)NC2=C(C=C(C(=C2)F)C(F)(F)F)C)=N1